6-(2-chlorophenyl)-2-(pyridin-4-ylamino)imidazo[1,2-a]pyrimido[5,4-e]pyrimidin-5(6H)-one ClC1=C(C=CC=C1)N1C=2N(C3=C(C1=O)C=NC(=N3)NC3=CC=NC=C3)C=CN2